3-((6-bromo-3-isopropyl-3H-imidazo[4,5-c]pyridin-4-yl)amino)-N-(1-(difluoromethyl)cyclopropyl)-4-fluoro-2-methylbenzamide BrC1=CC2=C(C(=N1)NC=1C(=C(C(=O)NC3(CC3)C(F)F)C=CC1F)C)N(C=N2)C(C)C